C1(=CC=CC=C1)C1=NC(=CC(=C1)C1=CC=C(C=C1)S(=O)(=O)C1=CC=C(C)C=C1)C1=CC=CC=C1 2,6-diphenyl-4-(4-tosylphenyl)pyridine